6-chloro-1-(3-cyanobenzyl)-7-(naphthalen-1-ylmethyl)-5-oxo-8-(3-(trifluoromethyl)phenyl)-1,2,3,5-tetrahydroimidazo[1,2-a]pyridine-3-carboxylic acid ClC1=C(C(=C2N(C1=O)C(CN2CC2=CC(=CC=C2)C#N)C(=O)O)C2=CC(=CC=C2)C(F)(F)F)CC2=CC=CC1=CC=CC=C21